N1N=NN=C1CCC1=CC=C(C=C1)N1C(C(=NC(=C1)C1=CC=CC=C1)NC1=C(C=C(C=C1)C(F)(F)F)OC)=O 1-(4-(2-(1H-tetrazol-5-yl)ethyl)phenyl)-3-((2-methoxy-4-(trifluoromethyl)phenyl)amino)-5-phenylpyrazin-2(1H)-one